ClC1=NC=CC(=C1Cl)SC=1N=C(C(=NC1)N1CCC2(CC1)CC1=CC=CC=C1[C@H]2NC(OC(C)(C)C)=O)C(C)O Tert-butyl N-[(3S)-1'-{5-[(2,3-dichloropyridin-4-yl)sulfanyl]-3-(1-hydroxyethyl)pyrazin-2-yl}-1,3-dihydrospiro[indene-2,4'-piperidin]-3-yl]carbamate